C(CC)O propyl alcohol